P(=O)(OCCCCCCCCCCCCCCCCCCCCCCCCCC)([O-])[O-] (hexacosyl) phosphate